1,3-Dihydroxy-2-(hydroxymethyl)propan-2-aminium ((3-((2,3,5,6-tetrafluoro-[1,1'-biphenyl]-4-yl)carbamoyl)pyrazolo[1,5-a]pyridin-2-yl)oxy)methyl-hydrogenphosphate FC1=C(C(=C(C(=C1F)NC(=O)C=1C(=NN2C1C=CC=C2)OCOP(=O)(O)[O-])F)F)C2=CC=CC=C2.OCC(CO)([NH3+])CO